2-((3R,4R)-3-amino-4-fluoropiperidin-1-yl)-1-((S)-1-(5-cyanopyridin-2-yl)ethyl)-1H-benzo[d]imidazole-6-carbonitrile hydrochloride Cl.N[C@@H]1CN(CC[C@H]1F)C1=NC2=C(N1[C@@H](C)C1=NC=C(C=C1)C#N)C=C(C=C2)C#N